6-bromo-4-(8-(3,3-difluorocyclobutyl)-3,8-diazabicyclo[3.2.1]oct-3-yl)pyrrolo[1,2-b]pyridazine BrC=1C=C2N(N=CC=C2N2CC3CCC(C2)N3C3CC(C3)(F)F)C1